1-(4-((4-((2-fluoro-3-(furan-2-yl)-6-methoxyphenyl)amino)-7-methoxy-quinazolin-6-yl)oxy)piperidin-1-yl)prop-2-en-1-one FC1=C(C(=CC=C1C=1OC=CC1)OC)NC1=NC=NC2=CC(=C(C=C12)OC1CCN(CC1)C(C=C)=O)OC